(4-(2-aminoisonicotinoyl)piperazin-1-yl)(3,4-dichloro-5-fluoro-1H-indol-2-yl)methanone NC=1C=C(C(=O)N2CCN(CC2)C(=O)C=2NC3=CC=C(C(=C3C2Cl)Cl)F)C=CN1